FC1=C(C(C(C1(F)F)(F)F)(F)F)C(F)(F)F 1,3,3,4,4,5,5-heptafluoro-2-(trifluoromethyl)-1-cyclopentene